The molecule is a steroid acid that is 23,24-bisnor-chol-4-en-22-oic acid bearing additional oxo and hydroxy substituent at positions 3 and 9 respectively. It is a steroid acid, a 9-hydroxy steroid and a 3-oxo-Delta(4) steroid. It is a conjugate acid of a 9alpha-hydroxy-3-oxo-23,24-bisnorchol-4-en-22-oate. It derives from a hydride of a pregnane. C[C@@H]([C@H]1CC[C@@H]2[C@@]1(CC[C@]3([C@H]2CCC4=CC(=O)CC[C@@]43C)O)C)C(=O)O